4-(3-chloro-4-fluorophenyl)-5-fluorothiazol-2-amine ClC=1C=C(C=CC1F)C=1N=C(SC1F)N